C1(CCC1)C=1C=C(C(=C(C(=O)O)C1)C)N(C1CCOCC1)CC 5-cyclobutyl-3-(ethyl-(tetrahydro-2H-pyran-4-yl)amino)-2-methylbenzoic acid